5,6-dimethyl-9-(pyridin-4-yloxy)-6H-pyrido[4,3-b]carbazole CC1=C2C(=CC=3C=4C=C(C=CC4N(C13)C)OC1=CC=NC=C1)C=NC=C2